C1(=CC=CC=C1)[C@@H](C)NC([C@H](CC)C1=CC=C(C=C1)C1=CC=C(C=C1)CCC)=O (2R)-N-[(1R)-1-Phenylethyl]-2-{4'-propyl-[1,1'-biphenyl]-4-yl}butanamide